FC=1C=C(C=CC1F)C1=CC2=C(N1C1=CC=C(C=C1)CCCCCCCCCC)C=C(N2C2=CC=C(C=C2)CCCCCCCCCC)C2=CC(=C(C=C2)F)F 2,5-bis(3,4-difluorophenyl)-1,4-bis(4-n-decylphenyl)-1,4-dihydropyrrolo[3,2-b]pyrrole